C1=CC=C(C=C1)/C=C/CC[C@@H](CCC2=CC(=C(C=C2)O)O)O The molecule is a diarylheptanoid that is (6E)-6-hepten-3-ol substituted by a 3,4-dihydroxyphenyl group at position 1 and a phenyl group at position 7 (the 3S- stereoisomer). It has been isolated from the rhizomes of Curcuma kwangsiensis. It has a role as a plant metabolite. It is a diarylheptanoid, a member of catechols and a secondary alcohol.